2-(2,6-dioxopiperidin-3-yl)-5-(4-(3-(3-((1r,3r)-3-((5-(5-methyl-5H-pyrido[4,3-b]indol-7-yl)pyridin-2-yl)oxy)cyclobutoxy)propoxy)propyl)piperazin-1-yl)isoindoline-1,3-dione O=C1NC(CCC1N1C(C2=CC=C(C=C2C1=O)N1CCN(CC1)CCCOCCCOC1CC(C1)OC1=NC=C(C=C1)C=1C=CC=2C3=C(N(C2C1)C)C=CN=C3)=O)=O